C1(CCC1)C1=CC=C2C=C(C(=NC2=C1C=C)OC)C(=O)OCC ethyl 7-cyclobutyl-2-methoxy-8-vinylquinoline-3-carboxylate